ClC1=C(C=2N=C(N=C(C2C(=N1)OCC[C@@H]1[C@@H]2CC[C@H](CN1)N2C(=O)OC(C)(C)C)O)SC)F tert-butyl (1S,2R,5R)-2-(2-((7-chloro-8-fluoro-4-hydroxy-2-(methylthio) pyrido[4,3-d]pyrimidin-5-yl) oxy) ethyl)-3,8-diazabicyclo[3.2.1]octane-8-carboxylate